(S)-2-(benzylamino)-5,5-difluoro-4,4-dimethylpentanamide C(C1=CC=CC=C1)N[C@H](C(=O)N)CC(C(F)F)(C)C